C(C)(C)(C)NC=1C2=C(N=CN1)C=NC=C2 N-tert-butylpyridino[3,4-d]Pyrimidin-4-amine